FC(C)(F)C=1C=C(C=CC1)NC(=O)C1C(=NN(C1=O)C1=CC(=C(C=C1)OC)C=1OC(=CN1)C)C N-(3-(1,1-difluoroethyl)phenyl)-1-(4-methoxy-3-(5-methyloxazol-2-yl)phenyl)-3-methyl-5-oxo-4,5-dihydro-1H-pyrazole-4-carboxamide